SCSC(CSCC(CSCC(SCS)SCS)SCC(SCS)SCS)SCS 1,1,9,9-tetrakis(Mercaptomethylthio)-5-(3,3-bis(mercaptomethylthio)-1-thiapropyl)3,7-dithianonan